N-isopropyl-N-[[5-(4,4,5,5-tetramethyl-1,3,2-dioxaborolan-2-yl)-1,3-benzothiazol-2-yl]methyl]propan-2-amine C(C)(C)N(C(C)C)CC=1SC2=C(N1)C=C(C=C2)B2OC(C(O2)(C)C)(C)C